6-(4-methoxybenzyl)-2-(pyridin-2-yl)-4,5,6,7-tetrahydro-2H-pyrazolo[3,4-c]pyridin-3-ol COC1=CC=C(CN2CC=3C(CC2)=C(N(N3)C3=NC=CC=C3)O)C=C1